boc-pentylenediamine C(=O)(OC(C)(C)C)NCCCCCN